CCCC1=CC2=C(CO1)C(=O)[C@]([C@@H](C2)OC(=O)C3=C(C(=C(C=C3C)O)O)OC)(C)O The molecule is an azaphilone that is 5,6,7,8-tetrahydro-1H-isochromene substituted by a hydroxy group and a methyl group at position 7, an oxo group at position 8, a propyl group at position 3 and a (3,4-dihydroxy-2-methoxy-6-methylbenzoyl)oxy group at position 6. Isolated from Penicillium commune, it exhibits antibacterial and antineoplastic activities. It has a role as an antineoplastic agent and a Penicillium metabolite. It is an aromatic ether, an azaphilone, a benzoate ester, a member of catechols, a member of isochromenes, a tertiary alcohol and a tertiary alpha-hydroxy ketone.